(3S)-3-{[N-(4-methoxy-1H-indole-2-carbonyl)-L-leucyl]amino}-2-oxo-4-[(3S)-2-oxopiperidin-3-yl]butyl 3,3,3-trifluoro-2,2-dimethylpropanoate FC(C(C(=O)OCC([C@H](C[C@H]1C(NCCC1)=O)NC([C@@H](NC(=O)C=1NC2=CC=CC(=C2C1)OC)CC(C)C)=O)=O)(C)C)(F)F